cyclopentyl-Formamide C1(CCCC1)NC=O